2,2-difluoro-2-(1-methyl-6-oxo-1,6-dihydropyridazin-4-yl)acetic acid FC(C(=O)O)(C=1C=NN(C(C1)=O)C)F